4-aminopentanol NC(CCCO)C